((2-bromo-5-chloro-1,3-phenylene)bis(oxy))dibenzene BrC1=C(C=C(C=C1OC1=CC=CC=C1)Cl)OC1=CC=CC=C1